N-((2R,3R,4S,5R,6R)-4-(4-(3-fluorophenyl)-1H-1,2,3-triazol-1-yl)-3,5-dihydroxy-6-(hydroxymethyl)tetrahydro-2H-pyran-2-yl)-3,4-dimethoxy-N-methylbenzamide FC=1C=C(C=CC1)C=1N=NN(C1)[C@@H]1[C@H]([C@@H](O[C@@H]([C@@H]1O)CO)N(C(C1=CC(=C(C=C1)OC)OC)=O)C)O